NC1=C2N=C(N(C2=NC=N1)CCNS(=O)(=O)CC(C)C)SC=1C=C2C(CCC2=CC1I)F 2-Methyl-propane-1-sulfonic acid {2-[6-amino-8-(3-fluoro-6-iodo-indan-5-ylsulfanyl)-purin-9-yl]-ethyl}-amide